ethyl 2-benzyloxy-5-[2-[[6-[[bis(tert-butoxycarbonyl)amino]carbamoyl]-5-nitro-3-(trifluoromethyl)-2-pyridyl]amino]-2-methyl-propoxy]-2-(trifluoromethyl)pentanoate C(C1=CC=CC=C1)OC(C(=O)OCC)(CCCOCC(C)(C)NC1=NC(=C(C=C1C(F)(F)F)[N+](=O)[O-])C(NN(C(=O)OC(C)(C)C)C(=O)OC(C)(C)C)=O)C(F)(F)F